O=C1N(C(C2=CC=CC=C12)=O)OCCNC(OCC1=CC=CC=C1)=O benzyl (2-((1,3-dioxoisoindolin-2-yl)oxy)ethyl)carbamate